C1(CC1)OC(=O)N1CC(C1)C1=NC(=NO1)C1=CC(=C(C(=C1)NC(=O)C1=CN=C2N1C=CC=C2)C)F 3-(3-(3-fluoro-5-(imidazo[1,2-a]pyridine-3-carboxamido)-4-methylphenyl)-1,2,4-oxadiazol-5-yl)azetidine-1-carboxylic acid cyclopropyl ester